rel-(R)-1-(2-(piperidin-2-yl)benzyl)-2-thioxo-1,2,3,5-tetrahydro-4H-pyrrolo[3,2-d]pyrimidin-4-one N1[C@H](CCCC1)C1=C(CN2C(NC(C3=C2C=CN3)=O)=S)C=CC=C1 |o1:1|